CS(=O)(=O)C=1C=C(C=CC1)N1CC2=CC=CC(=C2CC1)OC1=CC=C(C=C1)C(F)(F)F 2-(3-(methylsulfonyl)-phenyl)-5-(4-(trifluoro-methyl)phenoxy)-1,2,3,4-tetrahydroisoquinoline